FC1=C2C=CN(C2=C(C=C1)C)[C@H]1C[C@@H](CCC1)N1CCOCC1 4-fluoro-7-methyl-N-((1R,3R)-3-morpholinocyclohexyl)-1H-indole